C(C(=O)OCCC(C=CCCCC)C)(=O)OCC ethyl (3-methylnon-4-en-1-yl) oxalate